4-amino-N-((4R)-8-fluoro-7-(trifluoromethyl)-3,4-dihydro-1H-2-benzopyran-4-yl)-N,1,7-trimethyl-1H-pyrazolo[4,3-c]quinoline-8-carboxamide NC1=NC=2C=C(C(=CC2C2=C1C=NN2C)C(=O)N(C)[C@H]2COCC1=C2C=CC(=C1F)C(F)(F)F)C